O=C1C(=NN(C=C1C1=CC=C(C=C1)C)C1CCOCC1)C(=O)OCC Ethyl 4-oxo-1-(tetrahydro-2H-pyran-4-yl)-5-(p-tolyl)-1,4-dihydropyridazine-3-carboxylate